C(C1=CC=CC=C1)N1C[C@H](CCC1)C1=CC=NC=2N1N=C(C2)N2C[C@H](CC2)NC (S)-1-(7-((S)-1-benzylpiperidin-3-yl)pyrazolo[1,5-a]pyrimidin-2-yl)-N-methylpyrrolidin-3-amine